N-(4-(1-(cyclopropanecarbonyl)indolin-5-yl)-5-methylthiazol-2-yl)-2-(3-((5-((2-(2,6-dioxopiperidin-3-yl)-1,3-dioxoisoindolin-4-yl)oxy)pentyl)oxy)phenyl)acetamide C1(CC1)C(=O)N1CCC2=CC(=CC=C12)C=1N=C(SC1C)NC(CC1=CC(=CC=C1)OCCCCCOC1=C2C(N(C(C2=CC=C1)=O)C1C(NC(CC1)=O)=O)=O)=O